FC=1C=C(C(=CC1[N+](=O)[O-])OC(F)(F)F)C1=C(C=C(C(=C1)F)[N+](=O)[O-])OC(F)(F)F 3,5'-difluoro-6,2'-bis(trifluoromethoxy)-4,4'-dinitrobiphenyl